6-pentyloxyhexylamine C(CCCC)OCCCCCCN